1-(4-Bromophenyl)-3-(4-methoxyphenyl)-4-(2,2,2-trifluoroethoxy)-7-(trifluoromethyl)-1,8-Naphthyridin-2(1H)-one BrC1=CC=C(C=C1)N1C(C(=C(C2=CC=C(N=C12)C(F)(F)F)OCC(F)(F)F)C1=CC=C(C=C1)OC)=O